OC1C[C@H](NC1)CO 4-Hydroxyprolinol